6,6-difluoro-1,4-diazacycloheptane FC1(CNCCNC1)F